FC1=C(C(=CC=C1)F)NC(=O)NC1CN(C(C1)=O)C1=CC=C(C=C1)C 1-(2,6-difluorophenyl)-3-[1-(4-methylphenyl)-5-oxopyrrolidin-3-yl]urea